(S)-2'-oxo-1',2',6,7-tetrahydro-4H-spiro[benzofuran-5,3'-pyrrolo[2,3-B]pyridine]-2-carboxylic acid ethyl ester C(C)OC(=O)C=1OC2=C(C1)C[C@@]1(C(NC3=NC=CC=C31)=O)CC2